N-(3-cyano-1-benzyl-1H-indol-5-yl)isonicotinamide C(#N)C1=CN(C2=CC=C(C=C12)NC(C1=CC=NC=C1)=O)CC1=CC=CC=C1